phenylsilanetriol C1(=CC=CC=C1)[Si](O)(O)O